N12CCN(C(CC1)C2)C2=CC=C(C=C2)C=2C=C(C1=CN(N=C1C2C)C(C(=O)NC=2SC=CN2)C2=C1N(C=N2)C[C@@H](C1)F)C(F)F 2-[6-[4-(1,4-diazabicyclo[3.2.1]oct-4-yl)phenyl]-4-(difluoromethyl)-7-methyl-indazol-2-yl]-2-[(6R)-6-fluoro-6,7-dihydro-5H-pyrrolo[1,2-c]imidazol-1-yl]-N-thiazol-2-yl-acetamide